3-(trifluoromethyl)benzenesulfonamide FC(C=1C=C(C=CC1)S(=O)(=O)N)(F)F